C(C1=CC=CC=C1)C=1NC(=NN1)C(=O)N[C@@H]1C(N(C=2N(CC1)N=CC2C)C)=O (S)-5-benzyl-N-(3,4-dimethyl-5-oxo-5,6,7,8-tetrahydro-4H-pyrazolo[1,5-a][1,3]diazepin-6-yl)-4H-1,2,4-triazole-3-carboxamide